ClC1=NC=CC(=C1)CN1[C@@H](CCN2C1=NC(=CC2=O)N2[C@@H](COC[C@H]2C)C)C(F)(F)F (S)-9-(2-Chloro-pyridin-4-ylmethyl)-2-((3R,5R)-3,5-dimethyl-morpholin-4-yl)-8-trifluoromethyl-6,7,8,9-tetrahydro-pyrimido[1,2-a]-pyrimidin-4-one